O1[C@H](COCC1)CN1N=C2C(=C1)CCCC1=C2C=CC(=C1)C(=O)OC methyl (S)-2-((1,4-dioxane-2-yl)methyl)-2,4,5,6-tetrahydrobenzo[6,7]cyclohepta[1,2-c]pyrazole-8-carboxylate